8-((2-hydroxy-6-methylquinolin-5-yl)oxy)-2-(2-methyl-1,2,3,4-tetrahydroisoquinolin-5-yl)-4-(piperazin-1-yl)quinoline-3-carbonitrile OC1=NC2=CC=C(C(=C2C=C1)OC=1C=CC=C2C(=C(C(=NC12)C1=C2CCN(CC2=CC=C1)C)C#N)N1CCNCC1)C